C(CCC)OC(C=C(C(=O)O)CC(=O)O)=O aconitic acid monobutyl ester